4,5-dichloro-2-(4-fluoro-2-(trideuteromethoxy)phenoxy)-N-(pyrimidin-5-yl)benzamide ClC1=CC(=C(C(=O)NC=2C=NC=NC2)C=C1Cl)OC1=C(C=C(C=C1)F)OC([2H])([2H])[2H]